N[C@H]1CN(CC1)C1=NC(=NC2=CC(=CC=C12)NC(C=C)=O)OC (R)-N-(4-(3-aminopyrrolidin-1-yl)-2-methoxyquinazolin-7-yl)acrylamide